2-ethyl-3-methylacrylic acid C(C)C(C(=O)O)=CC